S1C=NC2=C1C=C(C=C2)\C=C/2\C(N(C(=N2)N[C@H](CC(C)C)COCC)C)=O (5Z)-5-(1,3-benzothiazol-6-ylmethylene)-2-[[(1R)-1-(ethoxymethyl)-3-methyl-butyl]amino]-3-methyl-imidazol-4-one